(R)-2-((4-(hydroxyimino)-1-oxo-1,4-dihydronaphthalen-2-yl)amino)-3-phenyl-N-(2-fluorophenyl)-propionamide ON=C1C=C(C(C2=CC=CC=C12)=O)N[C@@H](C(=O)NC1=C(C=CC=C1)F)CC1=CC=CC=C1